[5-(4-chloro-2-fluoro-phenyl)-3-methyl-triazol-4-yl]Methanol ClC1=CC(=C(C=C1)C1=C(N(N=N1)C)CO)F